C(C)(=O)C1=NC=C(C#N)C=C1 6-acetyl-nicotinonitrile